C(C)(CC)P([O-])(=O)CC sec-butylethylphosphinat